methyl 4-(2-(2-aminopyridin-3-yl)-5-(2-chlorophenyl)-3H-imidazo[4,5-b]pyridin-3-yl)benzoate NC1=NC=CC=C1C1=NC=2C(=NC(=CC2)C2=C(C=CC=C2)Cl)N1C1=CC=C(C(=O)OC)C=C1